C(C)(C)(C)OC(=O)N1CC(C1)(C)OC=1C=CC(=NC1)C(=O)OC methyl 5-{[1-(tert-butoxycarbonyl)-3-methylazetidin-3-yl]oxy}pyridine-2-carboxylate